C(C)C1=C(C=CC=C1)N1NC(C=2C=NC(=CC21)NC2=NC=C(C=C2)F)=O 1-(2-ethylphenyl)-6-((5-fluoropyridin-2-yl)amino)-1,2-dihydro-3H-pyrazolo[4,3-c]pyridin-3-one